C(C)OC(=O)C=1NC(=C(C1C1=C2C=CN(C2=CC=C1Cl)S(=O)(=O)C1=CC=C(C)C=C1)C(C)C)C1=C2C=CNC2=CC=C1 3-(5-Chloro-1-p-toluenesulfonyl-1H-indol-4-yl)-5-(1H-indol-4-yl)-4-isopropyl-1H-pyrrole-2-carboxylic acid ethyl ester